BrC1=C2C=NN(C2=CC=C1I)C1OCCCC1 4-Bromo-5-iodo-1-(tetrahydro-2H-pyran-2-yl)-1H-indazole